C(#N)C1=CNC2=C(C=CC(=C12)C)NS(=O)(=O)C=1N=C(N(C1)CC(=O)O)CC {4-[(3-cyano-4-methyl-1H-indol-7-yl)sulfamoyl]-2-ethylimidazol-1-yl}acetic acid